4-(3-(1-hydroxypropan-2-yl)-2-(3-(methoxymethoxy)-2,6-dimethylpyridin-4-yl)-1H-indol-5-yl)piperidine-1-carboxylic acid tert-butyl ester C(C)(C)(C)OC(=O)N1CCC(CC1)C=1C=C2C(=C(NC2=CC1)C1=C(C(=NC(=C1)C)C)OCOC)C(CO)C